C(CCCCCCCCCC=CCCCCCCCC)(=O)OCCCCCCCCCCCCCCCCCCC nonadecyl eicosa-11-enoate